10-hydroxymethylene-2-pinene OC=CC=1C2C(C(CC1)C2)(C)C